1-(2,6-dichlorophenyl)-4-((6-(5-ethylpyridazin-4-yl)pyridin-3-yl)amino)-1H-pyrazole-3-carboxamide ClC1=C(C(=CC=C1)Cl)N1N=C(C(=C1)NC=1C=NC(=CC1)C1=CN=NC=C1CC)C(=O)N